(R)-(6-Methyl-imidazo[1,5-a]pyridin-5-yl)-(1-phenyl-1H-[1,2,3]triazol-4-yl)-methanol CC=1C=CC=2N(C1[C@@H](O)C=1N=NN(C1)C1=CC=CC=C1)C=NC2